4-((4-(2-methylpyridin-4-yl)thiazol-2-yl)amino)benzenesulfonamide CC1=NC=CC(=C1)C=1N=C(SC1)NC1=CC=C(C=C1)S(=O)(=O)N